3-(2-chloro-5-fluorophenyl)-4-({[5-fluoro-3-(trifluoromethyl)phenyl]carbonyl}amino)-3-hydroxy-2-[(4-methoxyphenyl)methyl]-1-oxo-2,3-dihydro-1H-pyrrolo[4,3-f]quinoline 6-oxide ClC1=C(C=C(C=C1)F)C1(N(C(C2=C3C=CC=[N+](C3=CC(=C21)NC(=O)C2=CC(=CC(=C2)F)C(F)(F)F)[O-])=O)CC2=CC=C(C=C2)OC)O